CC1=CC=CC(=N1)C1=C(N=CN1)C=1C=C2C=C(C=NC2=CC1)C=1C=C(C=NC1)C(=O)O[C@@H]1CNCC1 [(3S)-pyrrolidin-3-yl] 5-[6-[5-(6-methyl-2-pyridyl)-1H-imidazol-4-yl]-3-quinolyl]pyridine-3-carboxylate